(R)-2-((4-nitrophenyl)amino)-1-phenylethanol [N+](=O)([O-])C1=CC=C(C=C1)NC[C@H](O)C1=CC=CC=C1